chloro-1H-pyrazolo[3,4-b]pyrazine ClN1N=CC=2C1=NC=CN2